[Na].C(CCCCCCCCCCCCCCCC)C1=CC=CC=C1 heptadecyl-benzene sodium